[Cl-].FC(C=1C=C(C=C(C1)C(F)(F)F)C[N+]12[C@@H](CC(C(C1)C=C)CC2)[C@H](O)C2=CC=NC1=CC=C(C=C21)OC)(F)F (R)-[(2S)-1-[(3,5-bis-trifluoromethylphenyl)methyl]-5-vinyl-quinuclidin-1-ium-2-yl]-(6-methoxy-4-quinolyl)methanol chloride